N-[4-Fluoro-2-methyl-5-(3-methyl-1,2,4-oxadiazol-5-yl)phenyl]pyrazolo[1,5-a]pyridine-3-carboxamide FC1=CC(=C(C=C1C1=NC(=NO1)C)NC(=O)C=1C=NN2C1C=CC=C2)C